NCC=1C=C(C=CC1)C1=CC(=CC=2C=COC21)C(CC(=O)OCCCC)OC2=C(C=CC=C2)CC(=O)OCC butyl 3-(7-(3-(aminomethyl)phenyl)benzofuran-5-yl)-3-(2-(2-ethoxy-2-oxoethyl)phenoxy)propanoate